FC=1C=C(C=C(C1)C)N1N=C(C(=C1)C1=CC=C(C=C1)F)C=O 1-(3-fluoro-5-methylphenyl)-4-(4-fluorophenyl)-1H-pyrazole-3-carbaldehyde